C(C)(=O)O[C@@H]1CS(C[C@H]1Br)(=O)=O (3R,4S)-4-bromo-1,1-dioxidotetrahydrothiophen-3-yl acetate